S(N)(=O)(=O)C1=CC=C(C=C1)NC1=NC=C(C=N1)[C@@H]1C[C@H](CO1)N(C(O)=O)C(C)C.N(=C=S)CC1C2C(CC(C1)C2)CN=C=S |r| 2,6-bis(isothiocyanatomethyl)norbornane rac-(3R,5S)-5-{2-[(4-sulfamoylphenyl)amino]pyrimidin-5-yl}oxolan-3-yl-N-isopropylcarbamate